N1=CN=C(C=C1)C(C)=O 1-(pyrimidin-4-yl)ethan-1-one